C1(CC1)COC1=C(C=C(C=C1)C1=CC(=CN=N1)C(=O)NCC=1C(=NC=CC1)N1CCOCC1)F 6-[4-(cyclopropylmethoxy)-3-fluoro-phenyl]-N-[(2-morpholino-3-pyridinyl)methyl]pyridazine-4-carboxamide